C(C)(C)(C)NS(=O)(=O)C1=CC=CC=C1 N-tert-butylbenzene-1-sulfonamide